C[C@H]1CCC(N(C1)C(C(=O)O)=O)C1=CC2=C(OC3(CC3)C(N2)=O)C=C1 2-((5S)-5-methyl-2-(3-oxo-3,4-dihydrospiro[benzo[b][1,4]oxazine-2,1'-cyclopropan]-6-yl)piperidin-1-yl)-2-oxoacetic acid